N-benzyl-4-(3-nitrophenyl)phthalazin-1-amine C(C1=CC=CC=C1)NC1=NN=C(C2=CC=CC=C12)C1=CC(=CC=C1)[N+](=O)[O-]